ClC1=C(N=CC(=N1)NC(OC(C)(C)C)=O)N1CCC(CC1)(F)F tert-butyl (6-chloro-5-(4,4-difluoropiperidin-1-yl)pyrazin-2-yl)carbamate